Cl.C[C@H]1CNCCO1 (S)-2-methylmorpholine hydrochloride